tert-butyl ((5-bromo-3-(hydroxymethyl)benzofuran-7-yl)methyl)(2,2,2-trifluoroethyl)carbamate BrC=1C=C(C2=C(C(=CO2)CO)C1)CN(C(OC(C)(C)C)=O)CC(F)(F)F